[1,4]diazepine-5-one N1=CC=NC(C=C1)=O